NCCCCCCNC=1C(=C(C(=O)NC=2SC(=CN2)C)C=CC1)C ((6-aminohexyl)amino)-2-methyl-N-(5-methylthiazol-2-yl)benzamide